C(\C=C/CC)(C(=O)O)C(=O)O cis-2-pentene-1,1-dicarboxylic acid